C(C)OC(=O)C=1C(=NC2=C(C(=C(C=C2C1Cl)CCC#N)C1=C(C(=CC=C1)Cl)Cl)F)C.NC=1C=CC(=C(C1)S(=O)(=O)NC(C)(C)C)C1=CN=C(S1)Br 5-amino-2-(2-bromothiazol-5-yl)-N-(tert-butyl)benzenesulfonamide ethyl-(Ra)-4-chloro-6-(2-cyanoethyl)-7-(2,3-dichlorophenyl)-8-fluoro-2-methylquinoline-3-carboxylate